BrC1=C(C(=CC=C1)F)C1=CC=NN1C 5-(2-bromo-6-fluorophenyl)-1-methyl-1H-pyrazole